C(=O)O.C(=O)O.CN1N=CC(=C1)C1=CC2=C(N[C@@H](CN2)[C@@H](C2=CC=CC=C2)NCCC2=CC=C(C#N)C=C2)N=C1 4-(2-(((R)-((S)-7-(1-methyl-1H-pyrazol-4-yl)-1,2,3,4-tetrahydropyrido[2,3-b]pyrazin-3-yl)(phenyl)methyl)amino)ethyl)benzonitrile diformate